ClC1=C(C=CC=C1)C=1N(C(=C(N1)C1=CC(=CC=C1)OC)C1=CC(=CC=C1)OC)N1C(=NC(=C1C1=CC(=CC=C1)OC)C1=CC(=CC=C1)OC)C1=C(C=CC=C1)Cl 2,2'-bis(o-chloro-phenyl)-4,4',5,5'-tetra(m-methoxyphenyl)-1,1'-biimidazole